((1R,5S,6r)-3-azabicyclo[3.1.0]hexane-6-yl)methanol tert-butyl-2-bromo-8-methyl-8-(trifluoromethyl)-7,8-dihydro-6H-pyrazolo[1,5-a]pyrrolo[2,3-e]pyrimidine-6-carboxylate C(C)(C)(C)C=1C(=NN2C1N=CC1=C2C(CN1C(=O)OCC1[C@H]2CNC[C@@H]12)(C(F)(F)F)C)Br